C(#N)C1=CC(=C(C(=O)N)C=C1)\C=C\C(C(O[Si](CC)(CC)CC)C1=CC=C(C=C1)C)(F)F (E)-4-cyano-2-(3,3-difluoro-4-(p-tolyl)-4-((triethylsilyl)oxy)but-1-en-1-yl)benzamide